C(C(C)(C)C)(=O)OCCCNCCNCCCCC 4,7-diazadodecyl pivalate